O=C1N(CCC1)CCCN(C1=CC=C(C=N1)C1=NC=2N(C(N(C(C2N1)=O)C1CC1)=O)C1CC1)C(=O)C1=CC(=CC=C1)F 8-(6-{[3-(2-Oxo-1-pyrrolidinyl)propyl](3-fluorophenyl)carbonylamino}-3-pyridyl)-1,3-dicyclopropylxanthine